NCCOCCOCCOCCN1CCN(CC1)CCOCCOCCOCCN 2-[2-[2-[2-[4-[2-[2-[2-(2-aminoethoxy)ethoxy]ethoxy]ethyl]piperazin-1-yl]ethoxy]ethoxy]ethoxy]ethanamine